tert-butyl (2-((5-bromopyridin-2-yl)amino)ethyl)carbamate BrC=1C=CC(=NC1)NCCNC(OC(C)(C)C)=O